2-ethyl-3,6-dimethyl-pyrazine C(C)C1=NC(=CN=C1C)C